N-[2-amino-5-(4-fluorophenyl)phenyl]-6-(1H-imidazol-5-ylsulfonimidoyl)pyridine-3-carboxamide NC1=C(C=C(C=C1)C1=CC=C(C=C1)F)NC(=O)C=1C=NC(=CC1)S(=O)(=N)C1=CN=CN1